Tert-butyl 2-(5-bromo-2-nitro-anilino)acetate BrC=1C=CC(=C(NCC(=O)OC(C)(C)C)C1)[N+](=O)[O-]